CC1=CN=C(S1)C=1C=C(C(=O)N[C@H](C)C=2C=NC(=NC2)C(F)(F)F)C=C(C1)O[C@H]1COCC1 3-(5-methyl-1,3-thiazol-2-yl)-5-[(3R)-tetrahydrofuran-3-yloxy]-N-{(1R)-1-[2-(trifluoromethyl)pyrimidin-5-yl]ethyl}benzamide